(R)-N-(4-((3-chloro-2-fluorophenyl)amino)-7-((1,3-dimethylpyrrolidin-3-yl)ethynyl)quinazolin-6-yl)-2-cyanoacetamide ClC=1C(=C(C=CC1)NC1=NC=NC2=CC(=C(C=C12)NC(CC#N)=O)C#C[C@@]1(CN(CC1)C)C)F